FC=1C=2CCCC2C(=C2CCCC12)NC(=O)N=[S@@](=O)(N)C1=CC(=CC=C1)C(C)(C)O (S)-N'-(8-fluoro-1,2,3,5,6,7-hexahydro-s-indacen-4-ylcarbamoyl)-3-(2-hydroxypropan-2-yl)benzenesulfonimidamide